(S)-6-fluoro-5-(1-(2-fluorophenyl)ethyl)-3-((pyridazin-4-ylmethyl)amino)-4H-benzo[e][1,2,4]thiadiazine 1,1-dioxide FC=1C=CC2=C(NC(=NS2(=O)=O)NCC2=CN=NC=C2)C1[C@@H](C)C1=C(C=CC=C1)F